7-(3-(6-methoxy-4-methylpyridin-3-yl)-7,8-dihydro-1,6-naphthyridin-6(5H)-yl)-8-methyl-4H-pyrimido[1,2-b]pyridazin-4-one COC1=CC(=C(C=N1)C=1C=NC=2CCN(CC2C1)C=1C(=CC=2N(N1)C(C=CN2)=O)C)C